[Pd+2].C1(=CC=CC=C1)P(C1=CC=CC=C1)C1=CC=CC=C1.C1(=CC=CC=C1)P(C1=CC=CC=C1)C1=CC=CC=C1 ditriphenylphosphorus palladium (II)